C(CCC)OCCOCCO\C=C(\C)/C1=CC=C(C=C1)OC (Z)-1-(1-(2-(2-butoxyethoxy)ethoxy)prop-1-en-2-yl)-4-methoxybenzene